6-[4-(Difluoromethoxy)phenyl]-2-(1-methyl-1H-pyrazol-4-yl)-3-oxo-2,3-dihydropyridazine-4-carboxylic acid FC(OC1=CC=C(C=C1)C=1C=C(C(N(N1)C=1C=NN(C1)C)=O)C(=O)O)F